O=C1NC(CCC1N1CC2=CC=C(C(=C2C1=O)F)CNC(OCC1=NN2C(CCCCC2)=C1)=O)=O (5,6,7,8-tetrahydro-4H-pyrazolo[1,5-a]azepin-2-yl)methyl ((2-(2,6-dioxopiperidin-3-yl)-4-fluoro-3-oxoisoindolin-5-yl)methyl)carbamate